ClC1=NC(=C(C=C1C(=O)N1[C@@H]([C@@H]2CC[C@H](C1)N2C(=O)OC(C)(C)C)CO)F)Cl tert-butyl (1S,2S,5R)-3-(2,6-dichloro-5-fluoro-pyridine-3-carbonyl)-2-(hydroxymethyl)-3,8-diazabicyclo[3.2.1]octane-8-carboxylate